C(C)(C)C1=C(C=C(C=C1)C)N1/C(/SCC1=O)=N/C(NC1=CC=C(C=C1)NS(=O)(=O)C1=CC=C(C=C1)OC(F)(F)F)=O (Z)-N-(4-(3-(3-(2-isopropyl-5-methylphenyl)-4-oxothiazolidine-2-ylidene)ureido)phenyl)-4-(trifluoromethoxy)benzenesulfonamide